C[C@H]1CN(CCN1C)C=1C=CC2=C(C1C)OC(C=1CN(CCC12)C(=O)OC(C)(C)C)=O tert-Butyl 8-[(3S)-3,4-dimethylpiperazin-1-yl]-7-methyl-5-oxo-1,5-dihydro-2H-chromeno[3,4-c]pyridine-3(4H)-carboxylate